(4-([METHYL(PYRIDIN-2-YLMETHYL)AMINO]METHYL)PHENYL)BORANEDIOL CN(CC1=NC=CC=C1)CC1=CC=C(C=C1)B(O)O